ClC1=C(C=C2C=C(N=CC2=C1)NC(=O)[C@@H]1COCCC1)C1CCN(CC1)[C@]1(COC[C@H]1O)C (S)-N-(7-chloro-6-(1-((3S,4S)-4-hydroxy-3-methyltetrahydrofuran-3-yl)piperidin-4-yl)isoquinolin-3-yl)tetrahydro-2H-pyran-3-carboxamide